ClC1=C(C=CC=C1)[C@]1(C(CCCC1)=O)CNC(OCOC([C@H](C)NC(C(F)(F)F)=O)=O)=O ((S)-2-(2,2,2-trifluoroacetamido)propanoyloxy)methyl (S)-1-(2-chlorophenyl)-2-oxocyclohexylmethylcarbamate